3-propyldithiol C(CC)C1SSC=C1